5-(1-(3,3-difluorocyclobutyl)-2-methyl-1H-imidazo[4,5-b]pyridin-6-yl)-N-(oxetan-3-ylmethyl)pyrrolo[2,1-f][1,2,4]triazin-2-amine FC1(CC(C1)N1C(=NC2=NC=C(C=C21)C=2C=CN1N=C(N=CC12)NCC1COC1)C)F